[Cu](Cl)Cl copper(iI) chloride